FC(C(=O)O)(F)F.N1(CCNCC1)C1=CN=CC(=N1)OCC1=NC=C(C#N)C=C1 6-(((6-(piperazin-1-yl)pyrazin-2-yl)oxy)methyl)nicotinonitrile trifluoroacetic acid salt